benzyl 5-bromo-8-nitro-3,4-dihydroquinoline-1(2H)-carboxylate BrC1=C2CCCN(C2=C(C=C1)[N+](=O)[O-])C(=O)OCC1=CC=CC=C1